Rac-(2S,4S)-2-methyltetrahydropyran-4-amine C[C@@H]1OCC[C@@H](C1)N |r|